(R)-(5-chloro-2,4-diphenyl-2,3-dihydrobenzofuran-2-yl)methanamine ClC=1C=CC2=C(C[C@@](O2)(C2=CC=CC=C2)CN)C1C1=CC=CC=C1